The molecule is a 2-(4-{[3-chloro-5-(trifluoromethyl)pyridin-2-yl]oxy}phenoxy)propanoic acid that has S configuration. It is the least-active enantiomer of the (racemic) herbicide haloxyfop. It is a conjugate acid of a (S)-haloxyfop(1-). It is an enantiomer of a haloxyfop-P. C[C@@H](C(=O)O)OC1=CC=C(C=C1)OC2=C(C=C(C=N2)C(F)(F)F)Cl